{4-[(2,4-dioxo-1,3-diazinan-1-yl)methyl]pyrazol-1-yl}acetic acid O=C1N(CCC(N1)=O)CC=1C=NN(C1)CC(=O)O